(3R,5S)-3-(3-((6-((2,5-dichloropyrimidin-4-yl)amino)-3-methyl-2-oxo-2,3-dihydro-1H-benzo[d]imidazol-4-yl)oxy)propyl)-4,4-difluoro-5-methylpiperidine-1-carboxylic acid tert-butyl ester C(C)(C)(C)OC(=O)N1C[C@H](C([C@H](C1)C)(F)F)CCCOC1=CC(=CC=2NC(N(C21)C)=O)NC2=NC(=NC=C2Cl)Cl